4-(2,4-difluorophenoxy)-N-[2-(1H-indol-3-yl)ethyl]-3-(6-methyl-7-oxo-6,7-dihydro-1H-pyrrolo[2,3-c]pyridin-4-yl)benzamide FC1=C(OC2=C(C=C(C(=O)NCCC3=CNC4=CC=CC=C34)C=C2)C=2C3=C(C(N(C2)C)=O)NC=C3)C=CC(=C1)F